6,7-difluoro-3-{1-[4-((R)-3-methoxy-pyrrolidine-1-carbonyl)-phenyl]-1H-[1,2,3]triazol-4-yl}-1H-quinolin-2-one FC=1C=C2C=C(C(NC2=CC1F)=O)C=1N=NN(C1)C1=CC=C(C=C1)C(=O)N1C[C@@H](CC1)OC